O1CC(C1)C1=CC(=NO1)C(=O)N[C@H]1CCN([C@@H]2C[C@H]12)S(=O)(=O)CC1C[C@@H]2[C@@H](CN(C2)C(=O)OC(C)(C)C)C1 tert-Butyl (3aR,5s,6aS)-5-((((1R,5S,6R)-5-(5-(oxetan-3-yl)isoxazole-3-carboxamido)-2-azabicyclo[4.1.0]heptan-2-yl)sulfonyl)methyl)hexahydrocyclopenta[c]pyrrole-2(1H)-carboxylate